OCCCCN1N=CC(=C1)CN(CCCCCCCC(=O)OC(CCCCCCCC)CCCCCCCC)CCCCCC(OCCCCCCCCCCC)=O heptadecan-9-yl 8-(((1-(4-hydroxybutyl)-1H-pyrazol-4-yl)methyl)(6-oxo-6-(undecyloxy)hexyl)amino)octanoate